methoxybenzoyl-toluoyl-sulfamide iron tris(ethyl-propionylacetate) C(C)C(C(=O)[O-])C(CC)=O.C(C)C(C(=O)[O-])C(CC)=O.C(C)C(C(=O)[O-])C(CC)=O.[Fe+3].CONS(=O)(=O)N(C(=O)C=1C(=CC=CC1)C)C(C1=CC=CC=C1)=O